tert-Butyl (6-methoxy-4-((1-(trifluoromethyl)-2-oxabicyclo[2.2.2]octan-4-yl)carbamoyl)pyridin-3-yl)carbamate COC1=CC(=C(C=N1)NC(OC(C)(C)C)=O)C(NC12COC(CC1)(CC2)C(F)(F)F)=O